C(C=1C(C(=O)OCCCCCCC)=CC(C(=O)OCCCCCCC)=CC1)(=O)OCCCCCCC Triheptyl trimellitate